(4-(difluoromethyl)phenyl)-3-hydroxypropionic acid FC(C1=CC=C(C=C1)C(C(=O)O)CO)F